C(C)N(C(=O)[C@H]1CN(C)[C@@H]2CC3=CN(C4=CC=CC(C2=C1)=C34)C(CCCC)=O)CC 1-Valeroyl-lysergic acid diethylamide